((3-(trifluoromethyl)phenyl)carbamoyl)(3-(4-(4-(trifluoromethyl)pyrimidin-5-yl)benzyl)-1,2,3-oxadiazol-3-ium-5-yl)amide FC(C=1C=C(C=CC1)NC(=O)[N-]C1=C[N+](=NO1)CC1=CC=C(C=C1)C=1C(=NC=NC1)C(F)(F)F)(F)F